(R)-N-(4-((7-chloro-1-methyl-2-((1-methyl-2-oxo-5-(trifluoromethyl)-1,2-dihydropyridin-3-yl)amino)-1H-imidazo[4,5-b]pyridin-6-yl)oxy)pyridin-2-yl)-2-(4-methylmorpholin-2-yl)acetamide ClC1=C2C(=NC=C1OC1=CC(=NC=C1)NC(C[C@@H]1CN(CCO1)C)=O)N=C(N2C)NC=2C(N(C=C(C2)C(F)(F)F)C)=O